4-(trifluoromethyl)-1H-benzimidazole-2-carbaldehyde FC(C1=CC=CC=2NC(=NC21)C=O)(F)F